ClC1=C(C=CC=C1)C1=C(C=CC(=C1)C(F)(F)F)S(=O)(=O)N1CCC(CC1)(C(=O)N[C@@H](C)\C=C/S(=O)(=O)C)F (S,Z)-1-((2'-chloro-5-(trifluoromethyl)-[1,1'-biphenyl]-2-yl)sulfonyl)-4-fluoro-N-(4-(methylsulfonyl)but-3-en-2-yl)piperidine-4-carboxamide